pyrimidine monocitrate C(CC(O)(C(=O)O)CC(=O)O)(=O)O.N1=CN=CC=C1